C(C)OC1=CC=C(C=C1)OC 4-ethoxyanisole